ClCC(=O)NCC1(CC1)O 2-chloro-N-((1-hydroxycyclopropyl)methyl)acetamide